4-((adamantan-1-yl)amino)-N-(3-(2,4-dioxotetrahydropyrimidin-1(2H)-yl)phenyl)butanamide methyl-4-[4-(2-tert-butoxy-2-oxo-ethyl)-4-hydroxy-1-piperidyl]-2-vinyl-benzoate COC(C1=C(C=C(C=C1)N1CCC(CC1)(O)CC(=O)OC(C)(C)C)C=C)=O.C12(CC3CC(CC(C1)C3)C2)NCCCC(=O)NC2=CC(=CC=C2)N2C(NC(CC2)=O)=O